ClC=1N=NC(=C(N1)C)C1=C(C=C(C=C1)Cl)OC 3-chloro-6-(4-chloro-2-methoxyphenyl)-5-methyl-1,2,4-triazine